COC=1C=C(C(=O)OC)C(=CN1)NC(C1=C(N=CC=C1OC)N[C@H]1CN(CCC1)C1COC1)=O methyl (R)-2-methoxy-5-(4-methoxy-2-((1-(oxetan-3-yl)piperidin-3-yl)amino)nicotinamido)isonicotinate